ClC1=C(C=C(N=N1)C=1C=NCNC1)[C@@H]1[C@H](C1)COCC 5-(6-Chloro-5-((1S,2S)-2-(ethoxymethyl)cyclopropyl)pyridazin-3-yl)-1H-pyrimidine